CC1=C(C=CC=C1C=CC1=CC=C(C=N1)CN1C(CCC1)CO)C1=CC=CC=C1 (1-((6-(2-(2-methylbiphenyl-3-yl)vinyl)pyridin-3-yl)methyl)pyrrolidin-2-yl)methanol